BrC=1C=C2C(=NC1)NN=C2C(=O)N(C)OC 5-Bromo-N-methoxy-N-methyl-1H-pyrazolo[3,4-b]pyridine-3-carboxamide